FC1(CCC(CC1)/C=C/C=1C=C(C=NC1OC)NS(=O)(=O)C)F (E)-N-(5-(2-(4,4-difluorocyclohexyl)vinyl)-6-methoxypyridin-3-yl)methanesulfonamide